C(C)C1=NN(C=2NC(NC(C21)=O)=O)C2=CC=CC=C2 3-ethyl-1-phenyl-5H,7H-pyrazolo[3,4-d]pyrimidine-4,6-dione